8-amino-N-[4-(2-{4-[(tert-butylcarbamoyl)amino]piperidin-1-yl}-2-oxoethyl)-1,3-thiazol-2-yl]-4,4-dimethyl-4,5-dihydro-1H-pyrazolo[4,3-H]quinazoline-3-carboxamide NC1=NC=2C3=C(C(CC2C=N1)(C)C)C(=NN3)C(=O)NC=3SC=C(N3)CC(=O)N3CCC(CC3)NC(NC(C)(C)C)=O